N1N=NC2=C1C=CC(=C2)NC2=NC(=NC=1C=NNC(C12)=O)N1CCC(CC1)CC#N 2-(1-(4-((1H-benzo[d][1,2,3]triazol-5-yl)amino)-5-oxo-5,6-dihydropyrimido[4,5-d]pyridazin-2-yl)piperidin-4-yl)acetonitrile